2-[(1-tert-butoxycarbonylazetidin-3-yl)oxymethyl]-3-methyl-butanoic acid C(C)(C)(C)OC(=O)N1CC(C1)OCC(C(=O)O)C(C)C